6-(2-hydroxy-5-methoxyfurfurylamino)-9-β-D-arabinofuranosylpurine OC1(CNC2=C3N=CN(C3=NC=N2)[C@H]2[C@@H](O)[C@H](O)[C@H](O2)CO)CC=C(O1)OC